FC1(CN(CCC1)CC1=CC=C(C=C1)C=1C=C2C(=NC1)NC=C2C=2C=NC(=CC2)OC)F 5-(4-((3,3-difluoropiperidin-1-yl)methyl)phenyl)-3-(6-methoxypyridin-3-yl)-1H-pyrrolo[2,3-b]pyridine